n-Dodecenyl-succinic acid C(=CCCCCCCCCCC)C(C(=O)O)CC(=O)O